C1CCC2=C(C=3CCCC3C=C12)NC(=O)NS(=O)(=O)C=1SC(=CC1)C N-((1,2,3,5,6,7-hexahydro-s-indacen-4-yl)carbamoyl)-5-methylthiophene-2-sulfonamide